IC(C(C(C(C(C(C(C(C(C(C(C(I)(F)F)(F)F)(F)F)(F)F)(F)F)(F)F)(F)F)(F)F)(F)F)(F)F)(F)F)(F)F 1,12-diiodoperfluorododecane